CC1=CC=C(C=C1)S(=O)(=O)O.FC1=C(C=CC(=C1)F)S(=O)(=O)NC=1C(=NC=C(C1)C=1C=C2C(=NC=NC2=CC1)N1CCN(CC1)C(\C=C\C(C)=O)=O)OC (E)-2,4-difluoro-N-(2-methoxy-5-(4-(4-(4-oxopent-2-enoyl)piperazine-1-yl)quinazolin-6-yl)pyridin-3-yl)benzenesulfonamide p-toluenesulfonate